N-(2-(4-(azidomethyl)piperidin-1-yl)ethyl)-3,4-dihydro-2H-benzo[b][1,4]dioxepin-7-sulfonamide N(=[N+]=[N-])CC1CCN(CC1)CCNS(=O)(=O)C1=CC2=C(OCCCO2)C=C1